ClC1=NC=2C=CC=CC2C2=C1N=C(N2C2C(COCC2)(F)F)CC2=NC=C(N=C2)C chloro-1-(3,3-difluorotetrahydro-2H-pyran-4-yl)-2-[(5-methylpyrazin-2-yl)methyl]-1H-imidazo[4,5-c]quinoline